(4-Bromo-2-methoxy-6-nitro-phenyl) 4-methylbenzenesulfonate CC1=CC=C(C=C1)S(=O)(=O)OC1=C(C=C(C=C1[N+](=O)[O-])Br)OC